C(C=C)N(C(COC1=CC=C(C=C1)C(C)(C)C)=O)C1=C(C=CC=C1)C(C1=CC=CC=C1)=O N-allyl-N-(2-benzoylphenyl)-2-(4-(tert-butyl)phenoxy)acetamide